N-((S)-1-(4,4-difluorocyclohexyl)-2-oxo-2-((4-(2-((S)-2-oxo-4-(trifluoromethyl)imidazolidin-1-yl)propan-2-yl)pyridin-2-yl)amino)ethyl)-1-methyl-1H-pyrazole-5-carboxamide FC1(CCC(CC1)[C@@H](C(NC1=NC=CC(=C1)C(C)(C)N1C(N[C@@H](C1)C(F)(F)F)=O)=O)NC(=O)C1=CC=NN1C)F